Choline Gallate C(C1=CC(O)=C(O)C(O)=C1)(=O)OCC[N+](C)(C)C